1H-Indol-7-ylmethanol N1C=CC2=CC=CC(=C12)CO